3-(2,4-difluorophenyl)-3-hydroxy-4-(1H-1,2,4-triazol-1-yl)butanenitrile FC1=C(C=CC(=C1)F)C(CC#N)(CN1N=CN=C1)O